tert-butyl 4-(1-aminoethyl)-1-piperidinecarboxylate NC(C)C1CCN(CC1)C(=O)OC(C)(C)C